O1C(=CC=C1)CNC1=NC2=C(N1)C=CC=C2 N-(Furan-2-ylmethyl)-1H-benzimidazol-2-amine